2-(tert-butoxycarbonylamino)butanoic acid C(C)(C)(C)OC(=O)NC(C(=O)O)CC